(R)-3-((4-(4-(3-(5-(((1-acetylpiperidin-4-yl)amino)methyl)-6-methoxypyridin-2-yl)-2-chlorophenyl)-3-chloropyridin-2-yl)-2-methoxybenzyl)amino)-4-hydroxybutanoic acid C(C)(=O)N1CCC(CC1)NCC=1C=CC(=NC1OC)C=1C(=C(C=CC1)C1=C(C(=NC=C1)C1=CC(=C(CN[C@H](CC(=O)O)CO)C=C1)OC)Cl)Cl